Cl.Cl.NC\C=C(\CN1C(=C(C2=NC=C(C=C21)C)CC2=CC=C(C=C2)S(=O)(=O)N(C)C)C)/F (Z)-4-((1-(4-amino-2-fluorobut-2-en-1-yl)-2,6-dimethyl-1H-pyrrolo[3,2-b]pyridin-3-yl)methyl)-N,N-dimethylbenzenesulfonamide dihydrochloride